C(C)(=O)N1CCC(CC1)N(C(OC(C)(C)C)=O)CC=1C(=NC(=CC1)C1=C(C(=CC=C1)C1=C(C(=NC=C1)C1=CC(=C(C=C1)CN(C1CCOCC1)C)OC)Cl)Cl)OC tert-butyl N-(1-acetyl-4-piperidyl)-N-[[6-[2-chloro-3-[3-chloro-2-[3-methoxy-4-[[methyl(tetrahydropyran-4-yl)amino]methyl]phenyl]-4-pyridyl]phenyl]-2-methoxy-3-pyridyl]methyl]carbamate